Dimethyl 4-fluorophthalate FC=1C=C(C(C(=O)OC)=CC1)C(=O)OC